CC=1C(=C(C=C(C1)C)O)C1=CC=C2C(=N1)N=C(N2C)N[C@H]2CNCCC2 (R)-3,5-dimethyl-2-(1-methyl-2-(piperidin-3-ylamino)-1H-imidazo[4,5-b]pyridin-5-yl)phenol